(R)-9-fluoro-3-methyl-5-oxo-N-((S)-1-phenylethyl)-4-(prop-2-yn-1-yl)-2,3,4,5-tetrahydrobenzofuro[2,3-f][1,4]oxazepine-3-carboxamide FC=1C=CC2=C(C1)C1=C(C(N([C@](CO1)(C(=O)N[C@@H](C)C1=CC=CC=C1)C)CC#C)=O)O2